ClC1=CC(=C(C=C1F)NCC1(COC1)F)F (S)-(4-chloro-2,5-difluorophenyl)(3-fluorooxetan-3-yl)methylamine